ClC=1C(=C(C=C(C1)O)C1=C(C=2N=C(N=C(C2C=N1)N1CC2(C(NC(N2)=O)=O)CCC1)OCC12CCCN2CCC1)F)C1CC1 7-(7-(3-chloro-2-cyclopropyl-5-hydroxyphenyl)-8-fluoro-2-((hexahydro-1H-pyrrolizin-7a-yl)methoxy)pyrido[4,3-d]pyrimidin-4-yl)-1,3,7-triazaspiro[4.5]decane-2,4-dione